(S)-2-((tert-butoxycarbonyl)amino)-4-((3,3-difluorocyclobutyl)(4-(5,6,7,8-tetrahydro-1,8-naphthyridin-2-yl)butyl)amino)butanoic acid C(C)(C)(C)OC(=O)N[C@H](C(=O)O)CCN(CCCCC1=NC=2NCCCC2C=C1)C1CC(C1)(F)F